4-((3-(4-(piperidin-4-ylamino)-1-(2,2,2-trifluoroethyl)-1H-indol-2-yl)prop-2-yn-1-yl)amino)benzamide N1CCC(CC1)NC1=C2C=C(N(C2=CC=C1)CC(F)(F)F)C#CCNC1=CC=C(C(=O)N)C=C1